FC(C1=NC=CC=C1OB(O)O)(F)F [2-(trifluoromethyl)-3-pyridinyl]Boric acid